3-fluoro-4-((2s,4s)-2-(4-methyloxazol-2-yl)-6,9-dioxo-5-(4-(trifluoro-methyl)benzyl)-5,8-diazaspiro[3.5]nonan-8-yl)benzonitrile FC=1C=C(C#N)C=CC1N1CC(N(C2(CC(C2)C=2OC=C(N2)C)C1=O)CC1=CC=C(C=C1)C(F)(F)F)=O